N-propylpyrimidine-5-sulfonamide C(CC)NS(=O)(=O)C=1C=NC=NC1